5-((2-((2-(((2-chloro-[1,1'-biphenyl]-4-yl)methyl)amino)ethyl)amino)ethyl)amino)benzo[c][2,6]naphthyridine-8-carboxylic acid ClC1=C(C=CC(=C1)CNCCNCCNC1=NC2=C(C3=CN=CC=C13)C=CC(=C2)C(=O)O)C2=CC=CC=C2